(5-phenyl-1H-pyrazol-3-yl)methylamine C1(=CC=CC=C1)C1=CC(=NN1)CN